rel-N-[(3R)-4,6-difluoro-2,3-dihydro-1-benzofuran-3-yl]-2-(5,6-difluoro-2-oxo-1,4-dihydroquinazolin-3-yl)acetamide FC1=CC(=CC2=C1[C@H](CO2)NC(CN2C(NC1=CC=C(C(=C1C2)F)F)=O)=O)F |o1:7|